C1=CC=CC=2C3=CC=CC=C3N(C12)C1=CC=C(C=C1)N(C1=CC2=CC3=CC=CC=C3C=C2C=C1)C1=CC=CC=C1 N-[4-(9H-carbazol-9-yl)phenyl]-N-phenylanthracen-2-amine